C1(CCCC1)N1C2=C(N(C(C(C1)(F)F)=O)C)C=NC(=N2)NC2=C(C=C(C(=O)NC1CN(C1)CC1CCNCC1)C=C2)OC 4-((9-cyclopentyl-7,7-difluoro-5-methyl-6-oxo-6,7,8,9-tetrahydro-5H-pyrimido[4,5-b][1,4]diazepin-2-yl)amino)-3-methoxy-N-(1-(piperidin-4-ylmethyl)azetidin-3-yl)benzamide